4-[2-chloro-4-(trifluoromethoxy)phenoxy]-N-(4-pyridyl)-6-(trifluoromethyl)pyridine-3-carboxamide ClC1=C(OC2=C(C=NC(=C2)C(F)(F)F)C(=O)NC2=CC=NC=C2)C=CC(=C1)OC(F)(F)F